1-(5-iodopyridin-2-yl)azetidine-3-carbaldehyde IC=1C=CC(=NC1)N1CC(C1)C=O